8-chloro-2-[2-[2-[ethylsulfamoyl-(methyl)amino]ethoxy]-4-methyl-phenyl]-4-oxo-chromene ClC=1C=CC=C2C(C=C(OC12)C1=C(C=C(C=C1)C)OCCN(C)S(NCC)(=O)=O)=O